3-(7-cyano-2,3-dimethyl-1,1-dioxido-5-phenyl-2,3,4,5-tetrahydrobenzo[f][1,2,5]thiadiazepin-8-yl)benzoic acid C(#N)C=1C(=CC2=C(N(CC(N(S2(=O)=O)C)C)C2=CC=CC=C2)C1)C=1C=C(C(=O)O)C=CC1